FC1=CC=C(S1)CCC1(CN(CC1)C(C)(C)C=1C=C[C@@](NC1)(C(C(CC(=O)O)(O)C(=O)O)C(=O)O)C)C=1N(C=CN1)C.FC(OC1=C(C(=O)NN)C=CC=C1)(F)F |o1:19| 2-(trifluoromethoxy)benzoyl-hydrazine (R or S)-5-(2-(3-(2-(5-fluorothiophen-2-yl)ethyl)-3-(1-methyl-1H-imidazol-2-yl)pyrrolidin-1-yl)propan-2-yl)-2-methylpyridinecitrate